BrC=1C=C2C(=NN(C2=CC1)C1OCCCC1)C=1CCOCC1 5-bromo-3-(3,6-dihydro-2H-pyran-4-yl)-1-(tetrahydro-2H-pyran-2-yl)-1H-indazole